C[C@H]1N([C@@H](CCC1)C)C(=O)N[C@H](C(=O)O)CCN(CCCCC1=NC=2NCCCC2C=C1)CCOCC (2S)-2-[[(2R,6R)-2,6-dimethylpiperidine-1-carbonyl]amino]-4-[2-ethoxyethyl-[4-(5,6,7,8-tetrahydro-1,8-naphthyridin-2-yl)butyl]amino]butanoic acid